tert-butyl 2-bromo-5-((2-fluoroethoxy)methyl)phenyl carbonate C(OC(C)(C)C)(OC1=C(C=CC(=C1)COCCF)Br)=O